ClC1=CNC2=C(C=CC=C12)NS(=O)(=O)C=1C=NN(C1)CCC#N N-(3-chloro-1H-indol-7-yl)-1-(2-cyanoethyl)pyrazole-4-sulfonamide